FC1C(C1)C(=O)NC=1N=C2N(N=C(C=C2)C2=C3C=NNC3=CC(=C2SC)F)C1 2-fluoro-N-(6-(6-fluoro-5-(methylthio)-1H-indazol-4-yl)imidazo[1,2-b]pyridazin-2-yl)cyclopropane-1-carboxamide